2-(4-cyclopropyl-6-methoxypyrimidin-5-yl)-6-(1-methyl-3,6-dihydro-2H-pyridin-4-yl)pyrido[2,3-d]pyrimidin-7-one C1(CC1)C1=NC=NC(=C1C=1N=CC=2C(N1)=NC(C(C2)C=2CCN(CC2)C)=O)OC